(3-(6-(tert-butoxy)hexyl)-4-(4-(tert-butyl)phenyl)-2-methyl-1H-inden-1-yl)(4-(4-(tert-butyl)phenyl)-2-isopropyl-1H-inden-1-yl)methylhexylsilane C(C)(C)(C)OCCCCCCC1=C(C(C2=CC=CC(=C12)C1=CC=C(C=C1)C(C)(C)C)[SiH](CCCCCC)CC1C(=CC2=C(C=CC=C12)C1=CC=C(C=C1)C(C)(C)C)C(C)C)C